cyclopent-1-en-1-yl-2-methylbenzoate C1(=CCCC1)OC(C1=C(C=CC=C1)C)=O